4-Amino-N-cyclopropyl-8-(4-methoxy-3-pyridyl)-2-oxo-1H-quinoline-3-carboxamide NC1=C(C(NC2=C(C=CC=C12)C=1C=NC=CC1OC)=O)C(=O)NC1CC1